C1=CC=CC=2C3=CC=CC=C3C(C12)COC(=O)N([C@H](C(=O)N1[C@@H](CCC1)C(=O)O)C(C)C)C (2S)-1-[(2S)-2-[9H-fluorene-9-ylmethoxycarbonyl-(methyl)amino]-3-methylbutanoyl]pyrrolidine-2-carboxylic acid